2-(4-bromophenyl)-8-chloro-quinazoline-4-carboxylic acid ethyl ester C(C)OC(=O)C1=NC(=NC2=C(C=CC=C12)Cl)C1=CC=C(C=C1)Br